furanoic acid O1C(=CC=C1)C(=O)O